C(C)(C)(C)C(C(=O)O)N1CCC(CC1)N1CCN(CC1)CC#CC=1C=C2CN(C(C2=CC1)=O)C1C(NC(CC1)=O)=O Tert-butyl-2-[4-(4-{3-[2-(2,6-dioxopiperidin-3-yl)-1-oxo-2,3-dihydro-1H-isoindol-5-yl]prop-2-yn-1-yl}piperazin-1-yl)piperidin-1-yl]acetic acid